(S)-2-(2,6-dichloro-3-(2,3-dihydro-1H-inden-2-ylamino)benzamido)-3-(3-((R)-2,3-dihydro-1H-inden-1-yl)ureido)propanoic acid ClC1=C(C(=O)N[C@H](C(=O)O)CNC(=O)N[C@@H]2CCC3=CC=CC=C23)C(=CC=C1NC1CC2=CC=CC=C2C1)Cl